Methyl 2-(1-(4-((4-(3-((2-((1S)-1-((tetrahydro-2H-pyran-2-yl)oxy)ethyl)-1H-imidazol-1-yl)methyl)isoxazol-5-yl)phenyl)ethynyl)benzyl)azetidin-3-yl)acetate O1C(CCCC1)O[C@@H](C)C=1N(C=CN1)CC1=NOC(=C1)C1=CC=C(C=C1)C#CC1=CC=C(CN2CC(C2)CC(=O)OC)C=C1